3-(tert-butoxycarbonylamino)isoxazol-5-carboxylic acid C(C)(C)(C)OC(=O)NC1=NOC(=C1)C(=O)O